9-ethyl-6,6-dimethyl-8-(4-methylpiperazine-1-yl)-3-((trimethylsilyl)ethynyl)-5,6-dihydro-11H-benzo[b]carbazol-11-one C(C)C1=CC2=C(C(C=3NC4=CC(=CC=C4C3C2=O)C#C[Si](C)(C)C)(C)C)C=C1N1CCN(CC1)C